C(C)(=O)C1CCN(CC1)C1=NC=C(C=N1)CC(=O)O 2-[2-(4-acetylpiperidin-1-yl)pyrimidin-5-yl]acetic acid